(4-Chloro-2-fluoro-5-methoxyphenyl)boronic acid ClC1=CC(=C(C=C1OC)B(O)O)F